tert-butyl 4-[1-[3-[2-(6-methyl-7-oxo-1H-pyrrolo[2,3-c]pyridin-4-yl)-4-nitro-phenoxy]phenyl]azetidin-3-yl]piperazine-1-carboxylate CN1C(C2=C(C(=C1)C1=C(OC=3C=C(C=CC3)N3CC(C3)N3CCN(CC3)C(=O)OC(C)(C)C)C=CC(=C1)[N+](=O)[O-])C=CN2)=O